4-((2,2-dimethyltetrahydrofuran-3-ylamino)pyrido[3,4-d]pyridazin-1-yl)-5-(trifluoromethyl)phenol CC1(OCCC1NC=1N=NC(=C2C1C=NC=C2)C2=CC=C(C=C2C(F)(F)F)O)C